C(#N)C1=C(C=C(CN2N=CC(=C2)CNC(OC(C)(C)C)=O)C=C1F)OC(F)F tert-butyl ((1-(4-cyano-3-(difluoromethoxy)-5-fluorobenzyl)-1H-pyrazol-4-yl)methyl)carbamate